methylene-6-((5-cyclopropyl-1-(1H-pyrrol-1-yl)propylimidazol-4-yl)methylene)piperazine-2,5-dione C=C1C(NC(C(N1)=O)=CC=1N=C(NC1C1CC1)C(CC)N1C=CC=C1)=O